[6-[(5-chloro-3-fluoro-2-pyridyl)methyl]-2-azaspiro[3.3]heptan-2-yl]-(6,6-dioxo-6lambda6-thia-2,5-diazaspiro[3.4]octan-2-yl)methanone ClC=1C=C(C(=NC1)CC1CC2(CN(C2)C(=O)N2CC3(C2)NS(CC3)(=O)=O)C1)F